2-((1-(6-((2-amino-2-oxo-1-phenylethyl) thio)-3,5-dicyano-4-ethylpyridin-2-yl) azetidin-3-yl) amino)-2-oxoethyl acetate C(C)(=O)OCC(=O)NC1CN(C1)C1=NC(=C(C(=C1C#N)CC)C#N)SC(C(=O)N)C1=CC=CC=C1